C(CC)OC(=O)C1=NOC(C1)(C1=CC=CC=C1)C1=CC=CC=C1.FC(OC(C(C(F)(F)F)(OC(C(F)(F)F)(F)F)F)(F)F)F 1-(difluoromethoxy)-1,1,2,3,3,3-hexafluoro-2-(pentafluoroethoxy)propane n-propyl-5,5-diphenyl-2-isoxazoline-3-carboxylate